2-(tetrahydro-2H-pyran-4-yl)benzo[d]oxazol-6-amine O1CCC(CC1)C=1OC2=C(N1)C=CC(=C2)N